methyl 2-(((benzyloxy)carbonyl)amino)-3-((tert-butoxycarbonyl)amino)butanoate C(C1=CC=CC=C1)OC(=O)NC(C(=O)OC)C(C)NC(=O)OC(C)(C)C